N-(3-methoxybenzyl)-4-((2-morpholinoethoxy)methyl)-N-(3-(pyrrolidin-1-yl)benzyl)aniline COC=1C=C(CN(C2=CC=C(C=C2)COCCN2CCOCC2)CC2=CC(=CC=C2)N2CCCC2)C=CC1